C(C)(C)(C)OC(NC1=C(C=CC(=C1)N1CCC(CC1)N1CCS(CC1)(=O)=O)N)=O tert-butyl(2-amino-5-(4-(1,1-dioxidothiomorpholino)piperidin-1-yl)phenyl)carbamate